2-(2-bromophenoxy)-1-(4-methoxyphenyl)ethanone BrC1=C(OCC(=O)C2=CC=C(C=C2)OC)C=CC=C1